COC=1C=C(C=CC1OC)[C@@]12CCN([C@H]2C=C(CC1)OP1(OC(C(O1)(C)C)(C)C)=O)C 2-(((3aS,7aS)-3a-(3,4-dimethoxyphenyl)-1-methyl-2,3,3a,4,5,7a-hexahydro-1H-indol-6-yl)oxy)-4,4,5,5-tetramethyl-1,3,2-dioxaphospholane 2-oxide